The molecule is a 1,4-dihydropyridine substituted with acetyl groups at C-3 and C-5 and with phenyl groups at N-1 and C-4. It is a diketone and a dihydropyridine. CC(=O)C1=CN(C=C(C1C2=CC=CC=C2)C(=O)C)C3=CC=CC=C3